C(C)N(C1=CC(=C(C(=O)C2=C(C(=O)OCCCCCC)C=CC=C2)C=C1)O)CC hexyl 2-(4'-diethylamino-2'-hydroxybenzoyl)-benzoate